(5R)-2-amino-5-methylcyclopent-1-ene-1-carboxylic acid methyl ester COC(=O)C1=C(CC[C@H]1C)N